FC(C(=O)O)(F)F.COC(=O)[C@H]1[C@@H]2CC([C@H]([C@H]1N)C2)=O (1S,2S,3R,4S)-3-amino-5-oxobicyclo[2.2.1]heptane-2-carboxylic acid methyl ester 2,2,2-trifluoroacetate